2-(m-chlorophenyl)-3-phenylpropionamide ClC=1C=C(C=CC1)C(C(=O)N)CC1=CC=CC=C1